1-bromo-9,10-anthraquinone BrC1=CC=CC=2C(C3=CC=CC=C3C(C12)=O)=O